NC1=NC=NN2C1=CC=C2[C@H]2[C@@H]([C@@H]([C@@](O2)(CF)COP(=O)(OC2=CC=CC=C2)N[C@@H](C)C(=O)OC2CCC2)O)O cyclobutyl ((((2R,3S,4R,5S)-5-(4-aminopyrrolo[2,1-f][1,2,4]triazin-7-yl)-2-(fluoromethyl)-3,4-dihydroxytetrahydrofuran-2-yl)methoxy)(phenoxy)phosphoryl)-L-alaninate